ClC1=C2C(=C(N=N1)N[C@@H]1CN(C[C@H](C1)F)C)C=NC=C2 1-chloro-N-(trans-5-fluoro-1-methylpiperidin-3-yl)pyrido[3,4-d]pyridazin-4-amine